C(#N)C1CCN(CC1)C=1N=C2C(=NC1)N=C(S2)NC(OC(C)(C)C)=O tert-butyl N-[6-(4-cyano-1-piperidinyl)thiazolo[4,5-b]pyrazin-2-yl]carbamate